3,4,5-trimethylpyrazole CC1=NNC(=C1C)C